CCCCCCCCCCCCCCCCC(=O)OC[C@H](COP(=O)([O-])OCC[N+](C)(C)C)OC(=O)CC/C=C\C/C=C\C/C=C\C/C=C\C/C=C\C/C=C\CC 1-heptadecanoyl-2-(4Z,7Z,10Z,13Z,16Z,19Z-docosahexaenoyl)-sn-glycero-3-phosphocholine